[C@@H]12[C@@H](C[C@@H](CC1)O2)N2N=C1N=C(C=CC1=C2)C2=C(C=C(C=C2C)C(F)(F)F)O 2-(2-((1S,2R,4R)-7-oxabicyclo[2.2.1]heptan-2-yl)-2H-pyrazolo[3,4-b]pyridin-6-yl)-3-methyl-5-(trifluoromethyl)phenol